BrC=1N=CC(=NC1)N1CCC(CC1)C1=CC=C2C(C=3N(C=4C=CC=C(C4C(N3)=O)Cl)C2=C1)(C)C 10-(1-(5-bromopyrazin-2-yl)piperidin-4-yl)-4-chloro-7,7-dimethylindolo[1,2-a]quinazolin-5(7H)-one